FC1=CC=C(CN2C=3N(C4=CC=CC=C4C2=O)C(=NN3)CN3CCCCC3)C=C1 4-(4-fluorobenzyl)-1-(piperidin-1-ylmethyl)-[1,2,4]triazolo[4,3-a]quinazolin-5(4H)-one